1-(4-(2,5-dimethyl-4-nitrophenoxy)phenyl)ethan-1-one CC1=C(OC2=CC=C(C=C2)C(C)=O)C=C(C(=C1)[N+](=O)[O-])C